Cl.CC=1C=C(C=CC1NC(C1=C(C=CC=C1)C)=O)S(=O)(=O)NC(C(=O)OC)C1CCNCC1 methyl 2-((3-methyl-4-(2-methylbenzamido)phenyl)sulfonamido)-2-(piperidin-4-yl)acetate hydrochloride